N1=NC(=CC=C1)C(=O)N 1,2-diazine-3-carboxamide